N-methylocta-4-en-7-ynamide CNC(CCC=CCC#C)=O